C(=O)(O)C(COCC1=CC=CC=C1)N(CCN(CCN(CCC(=O)O)CC(=O)O)CC(=O)O)CC(=O)O 4-carboxy-5,8,11-tris(carboxymethyl)-1-phenyl-2-oxa-5,8,11-triazatridecane-13-carboxylic acid